7-hexyl-2,5-norbornadiene C(CCCCC)C1C2C=CC1C=C2